ClC1=C2C(=NC(=N1)N)NN=C2C2=CC=CC=C2 4-chloro-3-phenyl-1H-pyrazolo[3,4-d]pyrimidin-6-amine